vinyl-octadecyl-dimethylsilane C(=C)[Si](C)(C)CCCCCCCCCCCCCCCCCC